C(C1=CC=CC=C1)OCC1CC(C(C1)OCCO)OCCO 2,2'-((4-((benzyloxy)methyl)cyclopentane-1,2-diyl)bis(oxy))bis(ethan-1-ol)